(S)-2-hydroxy-4-aminobutyric acid O[C@H](C(=O)O)CCN